O1C(OCC1)C=1C=CC(=NC1)C=1C=C(C=CC1)NC1=NC=2N(C(=C1)N(C)CC1=CC=C(C=C1)OC)N=CC2C(=O)N[C@H]2[C@H](C2)F 5-({3-[5-(1,3-dioxolan-2-yl)pyridin-2-yl]phenyl}amino)-N-[(1R,2S)-2-fluorocyclopropyl]-7-{[(4-methoxyphenyl)methyl](methyl)amino}pyrazolo[1,5-a]pyrimidine-3-carboxamide